ClC1=C(C=CC(=C1)F)C=1CCCC2=C(C1C1=CC=C(C=C1)CC1(CN(C1)CCCF)F)C=CC=C2 8-(2-Chloro-4-fluorophenyl)-9-(4-((3-fluoro-1-(3-fluoropropyl)azetidin-3-yl)methyl)phenyl)-6,7-dihydro-5H-benzo[7]annulen